CC(CCCC(=O)OC1=C(C=C(C=C1)Cl)C1SCCCS1)C 4-chloro-2-(1,3-dithian-2-yl)phenyl 5-methyl-hexanoate